azido-3,4-dihydroxy-5-(Hydroxymethyl)tetrahydrofuran N(=[N+]=[N-])C1OC(C(C1O)O)CO